N-((1R,2R,4S)-7-cyano-7-azabicyclo[2.2.1]heptan-2-yl)-2-(5,7-dichloro-3,4-dihydro-2(1H)-isoquinolinyl)acetamide C(#N)N1[C@H]2[C@@H](C[C@@H]1CC2)NC(CN2CC1=CC(=CC(=C1CC2)Cl)Cl)=O